1,6-Dibromoperylene BrC1=CC=C2C=CC(=C3C4=CC=CC5=CC=CC(C1=C23)=C45)Br